[C@@H]1(C[C@H](O)[C@@H](CO)O1)N1C(=S)NC(=O)C(C)=C1 thiodeoxythymidine